C1(=CC=CC=C1)SCC(CSC1=CC=CC=C1)O 1,3-bis-(phenylthio)-2-propanol